Calcium-bis(((3,5-bis(1,1-dimethylethyl)-4-hydroxyphenyl)methyl) ethylphosphonat) CC(C)(C)C=1C=C(C=C(C1O)C(C)(C)C)CCCP([O-])([O-])=O.CC(C)(C)C=1C=C(C=C(C1O)C(C)(C)C)CCCP([O-])([O-])=O.[Ca+2].[Ca+2]